FC1=C(C=CC(=C1)F)C1=C(NC2=C1C(N(CC2)C)=O)C2=CC(=NC=C2)NC([C@@H](C)C2=CC=C(C=C2)F)=O (2S)-N-{4-[3-(2,4-Difluorophenyl)-5-methyl-4-oxo-4,5,6,7-tetrahydro-1H-pyrrolo[3,2-c]pyridin-2-yl]pyridin-2-yl}-2-(4-fluorophenyl)propanamid